4-(3-(5-(azetidin-3-yl)-6-(hydroxymethyl)-4,5,6,7-tetrahydro-3H-imidazo[4,5-c]pyridin-2-yl)-1H-indazol-6-yl)-5-ethyl-2-fluorophenol N1CC(C1)N1CC2=C(CC1CO)N=C(N2)C2=NNC1=CC(=CC=C21)C2=CC(=C(C=C2CC)O)F